N-[[4-imidazol-1-yl-3-methyl-7-[4-(trifluoromethoxy)phenyl]benzimidazol-5-yl]methyl]prop-2-enamide N1(C=NC=C1)C1=C(C=C(C=2N=CN(C21)C)C2=CC=C(C=C2)OC(F)(F)F)CNC(C=C)=O